O[C@H]([C@@H](C)NC([C@@H](COC)C)=O)C1=CC=CC=C1 (1R,2R)-3-(((1S,2R)-1-hydroxy-1-phenylpropane-2-yl)amino)-1-methoxy-2-methyl-3-oxopropane